C(#C)[Si](C=1OC=CC1)(C=1OC=CC1)C=1OC=CC1 ethynyl-tri(2-furyl)silane